3,5-Difluoro-4-(methoxycarbonyl)pyridine 1-oxide FC=1C=[N+](C=C(C1C(=O)OC)F)[O-]